ClCC1(COC1)CCl 3,3-dichloromethyl-oxetane